C(CCCC)C1OCC(CO1)(CO)CO 2-pentyl-1,3-dioxane-5,5-dimethanol